3-(3-(3-amino-3-oxopropyl)phenyl)-2,2-dimethylpropanoic acid tert-butyl ester C(C)(C)(C)OC(C(CC1=CC(=CC=C1)CCC(=O)N)(C)C)=O